ClC1=CC=C(C=CC2=C(C=CC=C2)[N+]#[C-])C=C1 2-(4-chlorostyryl)isocyanobenzene